N-[6-(5-chloro-1,3-benzoxazol-2-yl)spiro[3.3]heptan-2-yl]-2-[1-(p-tolylsulfonyl)azetidin-3-yl]acetamide ClC=1C=CC2=C(N=C(O2)C2CC3(CC(C3)NC(CC3CN(C3)S(=O)(=O)C3=CC=C(C=C3)C)=O)C2)C1